C1(CC1)C1=NN2C(N(C([C@@H](CC2)NC(=O)C2=NN(C=N2)CC2=C(C=C(C=C2)F)F)=O)C)=C1 (R)-N-(2-Cyclopropyl-4-methyl-5-oxo-5,6,7,8-tetrahydro-4H-pyrazolo[1,5-a][1,3]diazepin-6-yl)-1-(2,4-difluorobenzyl)-1H-1,2,4-triazol-3-carboxamid